n-octyl-1,1,3,3,3-pentamethoxy-1,3-disilapropane C(CCCCCCC)[Si](C[Si](OC)(OC)OC)(OC)OC